CN(C1CC1)CCC1CCN(CC1)C(=O)[C@H](CC(C)C)N1C([C@@H](NCC1)CC(C)C)=O (S)-1-[(S)-1-({4-[2-(N-Methyl-N-cyclopropylamino)ethyl]-1-piperidyl}carbonyl)-3-methylbutyl]-3-isobutyl-2-piperazinone